C1(CC1)[C@@]1(NC(NC1=O)=O)CNC(=O)C1=NN(N=C1)C1=CC=C(C=C1)C N-{[(4R)-4-cyclopropyl-2,5-dioxoimidazolidin-4-yl]methyl}-2-(4-methylphenyl)-2H-1,2,3-triazole-4-carboxamide